((S)-1-(((S)-4-chloro-3-oxo-1-((S)-2-oxopyrrolidin-3-yl)butan-2-yl)amino)-4-methyl-1-oxopentan-2-yl)-4-methoxy-1H-indole-2-carboxamide ClCC([C@H](C[C@H]1C(NCC1)=O)NC([C@H](CC(C)C)N1C(=CC2=C(C=CC=C12)OC)C(=O)N)=O)=O